ClC1=C(C=C(C=C1)NC(=O)C1=CC=2C(=NC=C(C2)C2=NC=CC=C2)S1)S(N(C)C)(=O)=O N-[4-chloro-3-(N,N-dimethylsulfamoyl)phenyl]-5-(pyridin-2-yl)-thieno[2,3-b]pyridine-2-carboxamide